[N+](=O)([O-])C1=C(C=CC=C1)S(=O)(=O)O[C@@H](C(=O)NC=1N=C2N(C1)C(CC2)C2=C(C=C(C=C2)F)F)C (2R)-1-((5-(2,4-difluorophenyl)-6,7-dihydro-5H-pyrrolo[1,2-a]imidazol-2-yl)amino)-1-oxopropan-2-yl 2-nitrobenzenesulfonate